C(#N)C=1N=CC(=NC1)C=1C(=NC=CC1)N1CCN(CC1)C1CC2(CN(C2)C(=O)OCC)CC1 ethyl 6-{4-[3-(5-cyanopyrazin-2-yl)pyridin-2-yl]piperazin-1-yl}-2-azaspiro[3.4]octane-2-carboxylate